(2R,4R)-N-((2S)-1-((2-amino-6,7-dihydro-5H-cyclopenta[b]pyridin-5-yl)amino)-1-oxopropan-2-yl)-4-(4-fluorophenyl)piperidine-2-carboxamide hydrochloride salt Cl.NC1=CC=C2C(=N1)CCC2NC([C@H](C)NC(=O)[C@@H]2NCC[C@H](C2)C2=CC=C(C=C2)F)=O